di(tert-butyl) telluride C(C)(C)(C)[Te]C(C)(C)C